1-[3-(4-Bromo-2-methyl-2H-pyrazol-3-yl)-4-methoxyphenyl]-3-(4-dimethylaminophenyl)-urea BrC1=C(N(N=C1)C)C=1C=C(C=CC1OC)NC(=O)NC1=CC=C(C=C1)N(C)C